C(C)[Al](OC1=C(C=C(C=C1C(C)(C)C)C)C(C)(C)C)CC diethyl-(2,6-di-t-butyl-4-methylphenoxy)aluminum